tert-Butyl ((1r,4r)-4-(3-amino-6-cyano-1-(4-(trifluoromethyl)phenethyl)-1H-indole-2-carboxamido)cyclohexyl)carbamate NC1=C(N(C2=CC(=CC=C12)C#N)CCC1=CC=C(C=C1)C(F)(F)F)C(=O)NC1CCC(CC1)NC(OC(C)(C)C)=O